F[C@H]1CN(CC1)C1=NC=C(C(=N1)N)OC [(3R)-3-fluoropyrrolidin-1-yl]-5-methoxypyrimidin-4-amine